Cl[Ti](SC1CCCCC1)(SC1CCCCC1)(Cl)(Cl)Cl tetrachlorobis(cyclohexyl-mercapto)titanium